((methyl((5'-methyl-4-pentyl-6-((((pivaloyloxy)methoxy)(methyl)phosphoryl) oxy)-1',2',3',4'-tetrahydro-[1,1'-biphenyl]-2-yl)oxy)phosphoryl)oxy)methyl pivalate C(C(C)(C)C)(=O)OCOP(=O)(OC1=C(C(=CC(=C1)CCCCC)OP(=O)(C)OCOC(C(C)(C)C)=O)C1CCCC(=C1)C)C